FC(C(C(C(F)(F)F)(F)F)=C(C(C(F)(F)F)(F)F)C(F)(F)F)(F)F 3,4-bis-trifluoromethyl-1,1,1,2,2,5,5,6,6,6-decafluoro-3-hexene